(E)-N-(2,6-dimethylphenyl)-3-(2-oxoindolin-6-yl)acrylamide CC1=C(C(=CC=C1)C)NC(\C=C\C1=CC=C2CC(NC2=C1)=O)=O